[Co]=S Cobalt(II)-sulfid